OC=1C(=C(C=CC1OC)CC(=O)NCC(=O)NOC)OC 2-(3-Hydroxy-2,4-dimethoxyphenyl)-N-(2-(methoxy-amino)-2-oxoethyl)acetamide